ClC1=CC(=C(S1)C1=CC=C(C(=N1)C)O[C@@H]1C[C@H](CCC1)C(=O)O)CNC1=NC=CC(=N1)C(C)C (1S,3S)-3-((6-(5-Chloro-3-(((4-isopropylpyrimidin-2-yl)amino)methyl)thiophen-2-yl)-2-methylpyridine-3-yl)oxy)cyclohexane-1-carboxylic acid